2-(ethylsulfonyl)-3-(6-(2,2,3,3,3-pentafluoropropoxy)pyridazin-3-yl)-7-(trifluoromethyl)pyrazolo[1,5-a]pyrimidine C(C)S(=O)(=O)C1=NN2C(N=CC=C2C(F)(F)F)=C1C=1N=NC(=CC1)OCC(C(F)(F)F)(F)F